C(C(C)C)C1N(CC=2C3=C(C=CC2C1)NN=C3)C 7-isobutyl-8-methyl-6,7,8,9-Tetrahydro-3H-pyrazolo[3,4-h]isochinolin